[Na].ClN1C(N(C(NC1=O)=O)Cl)=O 1,3-dichloro-5H-1,3,5-triazine-2,4,6-trione sodium salt